FC(C=1C=C(C=CC1)C1=CN(C2=NC=C(C=C21)C=2C(=NN(C2)C2CCN(CC2)C)OC)S(=O)(=O)C2=CC=C(C)C=C2)F 3-(3-(difluoromethyl)phenyl)-5-(3-methoxy-1-(1-methylpiperidin-4-yl)-1H-pyrazol-4-yl)-1-tosyl-1H-pyrrolo[2,3-b]pyridine